((3R,7aS)-3-(hydroxymethyl) hexahydro-1H-pyrrolizin-7a-yl) methylbenzoate CC1=C(C(=O)O[C@@]23CCCN3[C@H](CC2)CO)C=CC=C1